2-[2-[bis[(4-methoxyphenyl)methyl]amino]-4,6-dimethoxy-pyrimidin-5-yl]oxy-2,2-difluoro-ethanol COC1=CC=C(C=C1)CN(C1=NC(=C(C(=N1)OC)OC(CO)(F)F)OC)CC1=CC=C(C=C1)OC